ClC=1N=C2C(=NC1)C(=C(N2[C@H](C)C=2C=NC(=CC2Cl)Cl)C#N)I 3-chloro-5-[(1R)-1-(4,6-dichloropyridin-3-yl)ethyl]-7-iodopyrrolo[3,2-b]pyrazine-6-carbonitrile